ClC1=C(C=CC(=C1)OCCOC)C=1SC=C(N1)CC(=O)NCC(=O)O (2-(2-(2-chloro-4-(2-methoxyethoxy)phenyl)thiazol-4-yl)acetyl)glycine